Methyl 6-amino-5-(pyridin-3-yl)pyridine-3-carboxylate NC1=C(C=C(C=N1)C(=O)OC)C=1C=NC=CC1